C(C(C)C)NC=1N=CC2=C(N1)NC=C2C2=CC=1N(C=C2)N=CC1C(=O)N[C@@H]1CC[C@H](CC1)OC 5-(2-(isobutylamino)-7H-pyrrolo[2,3-d]pyrimidin-5-yl)-N-(trans-4-methoxycyclohexyl)pyrazolo[1,5-a]pyridine-3-carboxamide